4-((R)-2-[5-(2-fluoro-3-methoxyphenyl)-3-(2-fluoro-6-trifluoromethylbenzyl)-4-methyl-2,6-dioxo-3,6-dihydro-2H-pyrimidin-1-yl]-1-phenylethylamino)-butyric Acid Sodium Salt [Na+].FC1=C(C=CC=C1OC)C1=C(N(C(N(C1=O)C[C@@H](C1=CC=CC=C1)NCCCC(=O)[O-])=O)CC1=C(C=CC=C1C(F)(F)F)F)C